2-(3,5-dimethyl-2-(2-morpholinoethoxy)benzyl)benzonitrile CC=1C(=C(CC2=C(C#N)C=CC=C2)C=C(C1)C)OCCN1CCOCC1